[F-].C(C=C)(=O)OCCCC[N+](CC)(CC)CC1=CC=CC=C1 acryloyloxybutylbenzyl-diethylammonium fluoride